C(C)(C)(C)OC(=O)N1CC(C(CC1)C)N1C(C(CCC1)NC1=CC(=CC(=C1)Cl)Cl)=O Trans-3-(3,5-dichlorophenylamino)-4'-methyl-2-oxo-1,3'-bipiperidine-1'-carboxylic acid tert-butyl ester